acrylic acid ammonium [NH4+].C(C=C)(=O)O